NC=1C=CC(=C(C1)C1=CC(=NC(=C1)C(C)(C)O)C1=CC(=NC=C1)NC(C)=O)C N-(4-(5-amino-2-methylphenyl)-6-(2-hydroxypropan-2-yl)-[2,4'-bipyridin]-2'-yl)acetamide